phthalic acid, isocyanate C(C=1C(C(=O)N=C=O)=CC=CC1)(=O)N=C=O